ClC1=C(C(=O)NC=2C(=NN(C2)S(=O)(=O)C2=CC=C(C=C2)OCCCN2C(C3=CC=CC=C3C2=O)=O)C(=O)NC2CCNCC2)C(=CC=C1)Cl 4-(2,6-dichlorobenzamido)-1-(4-(3-(1,3-dioxoisoindolin-2-yl)propoxy)phenylsulfonyl)-N-(piperidin-4-yl)-1H-pyrazole-3-carboxamide